[2,4-Difluoro-5-(7-morpholin-4-yl-quinazolin-4-yl)-phenyl]pyridin-3-yl-methanol FC1=C(C=C(C(=C1)F)C1=NC=NC2=CC(=CC=C12)N1CCOCC1)C(O)C=1C=NC=CC1